ethyl 2-ethyl-6-hydroxythieno[2,3-b]pyridine-5-carboxylate C(C)C1=CC=2C(=NC(=C(C2)C(=O)OCC)O)S1